tert-butyl (5-(5-(4,4-difluoropiperidine-1-carbonyl)pyridin-2-yl)-7-(trideuteromethoxy)benzofuran-2-yl)methylcarbamate FC1(CCN(CC1)C(=O)C=1C=CC(=NC1)C=1C=C(C2=C(C=C(O2)CNC(OC(C)(C)C)=O)C1)OC([2H])([2H])[2H])F